C1(CC1)C=1C=C2C=C(C(NC2=C(C1)C1CC1)=O)CN(C(=O)NC1=CC=C(C=C1)OCC)CCO 1-((6,8-dicyclopropyl-2-oxo-1,2-dihydroquinolin-3-yl)methyl)-3-(4-ethoxyphenyl)-1-(2-hydroxyethyl)urea